N1C(=CC2=CC=CC=C12)C(=O)N Indole-2-Carboxamide